((4R,5R)-5-(2-chlorobenzyl)-2,2-diethyl-1,3-dioxolan-4-yl)methyl sulfamate S(N)(OC[C@H]1OC(O[C@@H]1CC1=C(C=CC=C1)Cl)(CC)CC)(=O)=O